2-[2,2,2-tris(nonafluorotert-butoxymethyl)ethoxy]Ethylamine FC(C(C(F)(F)F)(C(F)(F)F)OCC(COCCN)(COC(C(F)(F)F)(C(F)(F)F)C(F)(F)F)COC(C(F)(F)F)(C(F)(F)F)C(F)(F)F)(F)F